FC1=C(C=CC(=C1)[N+](=O)[O-])SCP(OCC)(OCC)=O diethyl (2-fluoro-4-nitrophenylthio)methylphosphonate